C(=O)(CCCCCCCCC)OC[C@H](CO)OC(=O)CCCCCCCCC (S)-3-hydroxy-propane-1,2-diol dicaprate